ClC=1C(=NC(=NC1)F)NC=1C=C2C=C(C(N(C2=CC1)C)=O)OCC(=O)NC 2-[[6-[(5-chloro-2-fluoro-pyrimidin-4-yl)amino]-1-methyl-2-oxo-3-quinolyl]oxy]-N-methyl-acetamide